B([O-])([O-])[O-].[K+].C(C(=O)O)(=O)O.C(C(=O)O)(=O)O.[K+].[K+] Dioxalic acid potassium borate